C1(=CC=CC=C1)C(C#N)CC1=CC=C(C=C1)C 2-phenyl-3-(p-tolyl)propionitrile